C(C)OC[C@@H](CCC=C)S(=O)(=O)N (R)-1-ETHOXYHEX-5-ENE-2-SULFONAMIDE